di(tert-butyl)(fluoro)(4-pyridyl)silane C(C)(C)(C)[Si](C1=CC=NC=C1)(F)C(C)(C)C